C(C)C(C)(N[Y](NC(C)(CC)CC)NC(C)(CC)CC)CC tris(diethyl-ethylamino)yttrium